N[C@@H]1CN(CC[C@H]1F)C1=NC2=C(N1CC(=O)N(C(C(F)(F)F)C)C)C=C(C(=C2)F)F 2-(2-((3R,4R)-3-Amino-4-fluoropiperidin-1-yl)-5,6-difluoro-1H-benzo[d]imidazol-1-yl)-N-methyl-N-(1,1,1-trifluoropropan-2-yl)acetamid